4-ethynylpyrazine C(#C)N1CC=NC=C1